CN(C)CC1=C(C=CC(=N1)NC(=O)C1CC1)N1CC(OCC1)COC N-(6-((dimethylamino)methyl)-5-(2-(methoxymethyl)morpholino)pyridin-2-yl)cyclopropanecarboxamide